ClC=1C=C(C=CC1N1C(C(=CC1)C)=O)C1=C(C(=CC(=C1)F)C1=CC(=NC=C1)N1CCNCC1)O 1-(3-chloro-5'-fluoro-2'-hydroxy-3'-(2-(piperazin-1-yl)pyridin-4-yl)-[1,1'-biphenyl]-4-yl)-3-methyl-1,5-dihydro-2H-pyrrol-2-one